2,6-Difluoro-4-hydroxy-benzoic acid FC1=C(C(=O)O)C(=CC(=C1)O)F